2-(2,6-dioxopiperidin-3-yl)-5-((4-((4'-fluoro-5,5-dimethyl-3,4,5,6-tetrahydro-[1,1'-biphenyl]-2-yl)methyl)piperazin-1-yl)methyl)isoindoline-1,3-dione O=C1NC(CCC1N1C(C2=CC=C(C=C2C1=O)CN1CCN(CC1)CC1=C(CC(CC1)(C)C)C1=CC=C(C=C1)F)=O)=O